ClC=1C=C(CN2N=C3C4=C(CCC3=C2)OC(=C4C)C(=O)NCC4=CC(=CC=C4)OC)C=CC1 2-(3-chlorobenzyl)-N-(3-methoxybenzyl)-8-methyl-4,5-dihydro-2H-furo[2,3-g]indazole-7-carboxamide